(2s,5s)-5-((tert-butoxycarbonyl)amino)-4,4-difluorotetrahydro-2H-pyran-2-carboxylic acid methyl ester COC(=O)[C@H]1OC[C@@H](C(C1)(F)F)NC(=O)OC(C)(C)C